C(#N)N1CC2=C(C=C(C=C2C1)N(C(C(F)(F)F)=O)C)C1=CC=C(C=C1)C#N N-(2-cyano-7-(4-cyanophenyl)isoindolin-5-yl)-2,2,2-trifluoro-N-methyl-acetamide